BrC=1C2=C(C(N(C1)C)=O)NC(=C2CO)C 4-bromo-3-(hydroxymethyl)-2,6-dimethyl-1H-pyrrolo[2,3-c]pyridine-7(6H)-one